tert-Butyl (S)-3-((4-((S)-1-(3-chloro-2-fluorophenyl)ethoxy)pyrido[3,2-d]pyrimidin-6-yl)oxy)pyrrolidine-1-carboxylate ClC=1C(=C(C=CC1)[C@H](C)OC=1C2=C(N=CN1)C=CC(=N2)O[C@@H]2CN(CC2)C(=O)OC(C)(C)C)F